Glutaraldehyde dioxime C(CCCC=NO)=NO